FC(S(=O)(=O)CCCCS)(F)F 4-((trifluoromethyl)sulfonyl)butan-1-thiol